FC1(CC2(CCNC2)CC1)F 7,7-difluoro-2-azaspiro[4.4]nonane